C(#C)[Si](O[Si](C#C)(C)C)(C)C 1,3-diethynyltetramethyldisiloxane